(3S,4R)-4-(((benzyloxy)carbonyl)amino)-3-(hydroxymethyl)piperidine-1-carboxylic acid tert-butyl ester C(C)(C)(C)OC(=O)N1C[C@@H]([C@@H](CC1)NC(=O)OCC1=CC=CC=C1)CO